(R)-3-(4-((1-cyclopentyl-3-(4-methoxyphenyl)-1H-indazol-6-yl)methoxy)phenyl)butanoic acid C1(CCCC1)N1N=C(C2=CC=C(C=C12)COC1=CC=C(C=C1)[C@@H](CC(=O)O)C)C1=CC=C(C=C1)OC